6-Chloro-8-iodo-2-methylpyrido[3,4-d]pyrimidin-4(3H)-one ClC1=CC2=C(N=C(NC2=O)C)C(=N1)I